5-(5-Fluoro-4-((1S,2S)-2-(trifluoromethyl)cyclopropyl)pyrrolo[1,2-b]pyridazin-2-yl)pyrimidine-2,4(1H,3H)-dione FC=1C=CN2N=C(C=C(C21)[C@@H]2[C@H](C2)C(F)(F)F)C=2C(NC(NC2)=O)=O